4-chloro-9-(piperidin-4-yl)-5H-spiro[indolo[1,2-a]quinazoline-7,4'-piperidin]-5-one ClC=1C=2C(N=C3N(C2C=CC1)C1=CC=C(C=C1C31CCNCC1)C1CCNCC1)=O